diphenylnaphthylsulfonium hexafluoroarsenate F[As-](F)(F)(F)(F)F.C1(=CC=CC=C1)[S+](C1=CC=CC2=CC=CC=C12)C1=CC=CC=C1